FC(C1=CC=C(OC2=CC=C(C=C2)S(=O)(=O)Cl)C=C1)(F)F 4-[4-(trifluoromethyl)phenoxy]benzenesulfonyl chloride